3-(3-chloro-3,3-difluoroprop-1-en-2-yl)thiophene ClC(C(=C)C1=CSC=C1)(F)F